N-((2R,3S)-1-(3-chloroisoquinolin-8-yl)-2-methylazetidin-3-yl)methanesulfonamide ClC=1N=CC2=C(C=CC=C2C1)N1[C@@H]([C@H](C1)NS(=O)(=O)C)C